C(=O)=C1CC(=C2C(=CC=C(C2=C1)C(=O)O)C(=O)O)C(=O)O 3-carbonyl-1,5,8-naphthalenetricarboxylic acid